NC1CCC(CC1)NC1=NC2=C(C=C(C=C2C=N1)C1=C(C(=C(C=C1)NS(=O)(=O)C1=C(C=CC=C1)Cl)F)C)CC N-(4-(2-(((1r,4r)-4-aminocyclohexyl)amino)-8-ethylquinazolin-6-yl)-2-fluoro-3-methylphenyl)-2-chlorobenzenesulfonamide